3-[[5-[3-(Difluoromethoxy)-4-fluoro-phenyl]-2-methyl-3-pyridyl]methyl]oxazolidin-2-one FC(OC=1C=C(C=CC1F)C=1C=C(C(=NC1)C)CN1C(OCC1)=O)F